(E)-4-methyl-2-(2-tosylvinyl)-2,4-dihydro-3H-1,2,4-triazol-3-one CN1C(N(N=C1)\C=C\S(=O)(=O)C1=CC=C(C)C=C1)=O